tert-butyl 4-[5-(cyclohexylcarbonyl)pyrimidin-2-yl]piperazine-1-carboxylate C1(CCCCC1)C(=O)C=1C=NC(=NC1)N1CCN(CC1)C(=O)OC(C)(C)C